ClC=1C(NN=CC1N1C[C@@H](CC1)OC1=NC=CC(=C1)N1C(CCC1)C)=O 4-chloro-5-((3R)-3-((4-(2-methylpyrrolidin-1-yl)pyridin-2-yl)oxy)pyrrolidin-1-yl)pyridazin-3(2H)-one